N[C@H](C(=O)N[C@H](C(=O)O)CC1=NC2=C(N1C)C=CC(=C2)N(CCCl)CCCl)CC(C)C (2S)-2-[[(2S)-2-amino-4-methyl-pentanoyl]amino]-3-[5-[bis(2-chloroethyl)amino]-1-methyl-benzimidazol-2-yl]propanoic acid